dimethyl-bis[(1-oxododecyl)oxy]stannane C[Sn](OC(CCCCCCCCCCC)=O)(OC(CCCCCCCCCCC)=O)C